[(4-chlorothien-2-yl)methyl]adenosine ClC=1C=C(SC1)C[C@@]1([C@H](O)[C@H](O)[C@@H](CO)O1)N1C=NC=2C(N)=NC=NC12